COC1=CC=C(C=C1)CN1C(C(CCC1=O)N1C(N(C2=C1C=CC(=C2)OCCOCCOCCNC(OC(C)(C)C)=O)C)=O)=O tert-butyl N-[2-[2-[2-[1-[1-[(4-methoxyphenyl)methyl]-2,6-dioxo-3-piperidyl]-3-methyl-2-oxo-benzimidazol-5-yl]oxyethoxy]ethoxy]ethyl]carbamate